Ethyl (2E)-3-(5-chloro-6-fluoropyridin-2-yl)prop-2-enoate ClC=1C=CC(=NC1F)/C=C/C(=O)OCC